(R)-1-Benzyl-7-chloro-8-fluoro-4-(3-hydroxy-3-methylpiperidin-1-yl)-1,6-naphthyridin-2(1H)-one C(C1=CC=CC=C1)N1C(C=C(C2=CN=C(C(=C12)F)Cl)N1C[C@](CCC1)(C)O)=O